OC1CCN(CCC1)C(=O)[O-] 4-hydroxyazepane-1-carboxylate